COC(CCCCCCCC(=O)OC)=O Nonanedioic acid dimethyl ester